C(C)C=1N(C=CN1)CC1=C(C=C(C=C1)C1=C(SC(=C1)CC(C)C)S(=O)(=O)NC(=O)NCCC)F 1-[(3-{4-[(2-ethyl-1H-imidazol-1-yl)methyl]-3-fluorophenyl}-5-(2-methylpropyl)thiophen-2-yl)sulfonyl]-3-propylurea